C(#N)C=1C=C(C=CC1)N1N=CC(=C1[C@H](C)OC)NC(OC(C)(C)C)=O tert-butyl N-[1-(3-cyanophenyl)-5-[(1S)-1-methoxyethyl]-1H-pyrazol-4-yl]carbamate